4-(1-((5-methoxy-7-methyl-1H-indol-4-yl)methyl)-4-((2,2,2-trifluoroethyl)amino)piperidin-2-yl)benzoic acid COC=1C(=C2C=CNC2=C(C1)C)CN1C(CC(CC1)NCC(F)(F)F)C1=CC=C(C(=O)O)C=C1